4-(6-((4-chloro-2-fluorobenzyl)oxy)pyridin-2-yl)-5,6-dihydro-1,2,4-triazine-1(4H)-carboxaldehyde ClC1=CC(=C(COC2=CC=CC(=N2)N2C=NN(CC2)C=O)C=C1)F